C(C)OC=1C=2N(C=C(N1)C(=O)NC=1C(=NC=C(C1)F)OC)C=C(N2)[C@H]2COCCC2 (S)-8-ethoxy-N-(5-fluoro-2-methoxypyridin-3-yl)-2-(tetrahydro-2H-pyran-3-yl)imidazo[1,2-a]pyrazine-6-carboxamide